methyl (Z)-3-methoxy-2-[3-methoxy-2-methyl-5-[3-(trifluoromethyl)pyrazol-1-yl]phenoxy]prop-2-enoate CO\C=C(\C(=O)OC)/OC1=C(C(=CC(=C1)N1N=C(C=C1)C(F)(F)F)OC)C